1-[2-(difluoromethoxy)-4-methylphenyl]-N-[(3R)-1-methylpiperidin-3-yl]pyrido[3,4-d]pyridazin-4-amine FC(OC1=C(C=CC(=C1)C)C1=C2C(=C(N=N1)N[C@H]1CN(CCC1)C)C=NC=C2)F